ClC1=CC=C2C(=C(N(C2=C1F)C=1C=NN(C1)CCC)C#N)SC=1C(=C(C(=O)O)C=CC1)F 3-((6-chloro-2-cyano-7-fluoro-1-(1-propyl-1H-pyrazol-4-yl)-1H-indol-3-yl)thio)-2-fluorobenzoic acid